(S)-2-cyclopropyl-1-[(3S)-3-(6-fluoropyridin-3-yl)-1,2-oxazolidin-2-yl]propan-1-one C1(CC1)[C@@H](C(=O)N1OCC[C@H]1C=1C=NC(=CC1)F)C